N-[(1R)-1-[3-(hydroxymethyl)phenyl]ethyl]acetamide OCC=1C=C(C=CC1)[C@@H](C)NC(C)=O